Cl.NCC1=NOC(C1)(C(=O)OCC)CC1=CC(=CC=C1)OC ethyl 3-(aminomethyl)-5-(3-methoxybenzyl)-4,5-dihydroisoxazole-5-carboxylate hydrochloride